ClC=1C(=NC(=NC1)N[C@@H]1CC[C@H](CC1)O)C1=CC=C2CN(C(C2=C1)=O)[C@@H](C(=O)N[C@H](CO)C1=CC(=CC(=C1)OC)F)C (2R)-2-[6-(5-Chloro-2-{[trans-4-hydroxycyclohexyl]amino}pyrimidin-4-yl)-1-oxo-2,3-dihydro-1H-isoindol-2-yl]-N-[(1S)-1-(3-fluoro-5-methoxyphenyl)-2-hydroxyethyl]propanamid